C1(CC1)N(C1CCN(CC1)C=1C2=CN(N=C2C(=CC1)C(=O)OC)C)C methyl 4-[4-[cyclopropyl(methyl)amino]-1-piperidyl]-2-methyl-indazole-7-carboxylate